(R)-6-chloro-1-(6-(3-methoxytetrahydrofuran-3-yl)-4-methylpyridin-2-yl)-3-methyl-1H-pyrazolo[4,3-c]pyridine ClC1=CC2=C(C=N1)C(=NN2C2=NC(=CC(=C2)C)[C@]2(COCC2)OC)C